(((1-methylcyclobutyl)amino)methyl)isoindolin CC1(CCC1)NCC1NCC2=CC=CC=C12